N-[2-(phenylethynyl)phenyl]-4-methylbenzenesulfonamide C1(=CC=CC=C1)C#CC1=C(C=CC=C1)NS(=O)(=O)C1=CC=C(C=C1)C